C(C)(C)(C)OC(=O)NC(CCNCCCCNCCC(CC)(CC)NC(OC(C)(C)C)=O)(CC)CC tert-butyl N-(1-{[4-({3-[(tert-butoxycarbonyl)amino]-3-ethylpentyl}amino)butyl]amino}-3-ethylpentan-3-yl)carbamate